(R)-4-(4-chlorophenyl)-1-((tetrahydrofuran-2-yl)methoxy)pyrido[3,4-d]pyridazine ClC1=CC=C(C=C1)C=1N=NC(=C2C1C=NC=C2)OC[C@@H]2OCCC2